C(C=C)(=O)OCCC[Si](OCC)(OCC)C 3-acryloxypropylmethyl-diethoxysilane